CC=1C(=C(OCCOC(C)O)C(=CC1C)[N+](=O)[O-])[N+](=O)[O-] (2-(3,4-dimethyl-2,6-dinitrophenoxy)ethoxy)ethane-1-ol